N1[C@H](CCC1)CC(=O)N 2-((R)-pyrrolidin-2-yl)acetamide